(E)-4-cyclohexenylacrylic acid C1(CCC=CC1)C(C(=O)O)=C